3-(4-bromophenyl)-1-{4-[(4-methoxyphenyl)carbonyl]piperazinyl}prop-2-en-1-one methoxymethyl-4-(benzyloxy)-3-hydroxy-2,6-xylenecarboxylate COCOC(=O)C=1C(=C(C(=CC1C)OCC1=CC=CC=C1)O)C.BrC1=CC=C(C=C1)C=CC(=O)N1CCN(CC1)C(=O)C1=CC=C(C=C1)OC